tert-butyl N-[5-[[2-[(2R,5S)-2-[3-chloro-4-(trifluoromethyl)phenyl]-5-methyl-1-piperidyl]-2-oxo-acetyl]amino]-3-methyl-2-pyridyl]carbamate ClC=1C=C(C=CC1C(F)(F)F)[C@@H]1N(C[C@H](CC1)C)C(C(=O)NC=1C=C(C(=NC1)NC(OC(C)(C)C)=O)C)=O